ClC=1C=CC2=C(C=NCO2)C1 6-chloro-1,3-benzoxazine